9-(4-chloro-2-fluoro-phenyl)-7-[(2S,4R)-2-(1-cyclopropyl-6-keto-3-pyridyl)tetrahydropyran-4-yl]-2,3-dimethyl-pyrazino[1,2-a]pyrimidin-4-one ClC1=CC(=C(C=C1)C1=NC(=CN2C1=NC(=C(C2=O)C)C)[C@H]2C[C@H](OCC2)C2=CN(C(C=C2)=O)C2CC2)F